5-(6-((6-(piperazin-1-yl)pyridin-3-yl)methyl)-3,6-diazabicyclo[3.1.1]hept-3-yl)quinoline-8-carbonitrile N1(CCNCC1)C1=CC=C(C=N1)CN1C2CN(CC1C2)C2=C1C=CC=NC1=C(C=C2)C#N